1-(trans-3-((5-chloro-2-((3-methylisothiazol-5-yl)amino)-7H-pyrrolo[2,3-d]pyrimidin-4-yl)oxy)-4-fluoropiperidin-1-yl)prop-2-en-1-one ClC1=CNC=2N=C(N=C(C21)O[C@@H]2CN(CC[C@H]2F)C(C=C)=O)NC2=CC(=NS2)C